diisobutyl-(cyclohexylmethyl) succinate C(CCC(=O)[O-])(=O)OC(C1CCCCC1)(CC(C)C)CC(C)C